2-(2-(2-hydroxynaphthalen-1-yl)ethyl)benzoic acid OC1=C(C2=CC=CC=C2C=C1)CCC1=C(C(=O)O)C=CC=C1